11-{1-methyl-1H,4H,5H,6H-pyrrolo[3,4-c]pyrazole-5-carbonyl}-1,8,10-triazatricyclo[7.4.0.02,7]trideca-2(7),3,5,8,10,12-hexaene CN1N=CC2=C1CN(C2)C(=O)C2=NC1=NC=3C=CC=CC3N1C=C2